5-[5-[(3,4-dichlorophenyl)methylamino]-7-oxo-6H-pyrazolo[4,3-d]pyrimidin-1-yl]-2-methyl-pentanoic acid ClC=1C=C(C=CC1Cl)CNC=1NC(C2=C(N1)C=NN2CCCC(C(=O)O)C)=O